ethyl 4-bromo-5,6-difluoro-1H-indole-2-carboxylate BrC1=C2C=C(NC2=CC(=C1F)F)C(=O)OCC